2-[2-(4-benzyloxy-6-chloro-2-methyl-3-pyridyl)-2-hydroxy-ethyl]isoindoline-1,3-dione C(C1=CC=CC=C1)OC1=C(C(=NC(=C1)Cl)C)C(CN1C(C2=CC=CC=C2C1=O)=O)O